2-((1R,3R)-5'-(4-fluoro-3-methylphenyl)-9'-hydroxy-4',4'-dimethyl-4',5'-dihydro-3'H-spiro[cyclobutane-1,1'-pyrano[4,3-b]indol]-3-yl)acetic acid FC1=C(C=C(C=C1)N1C2=C(C=3C(=CC=CC13)O)C1(OCC2(C)C)CC(C1)CC(=O)O)C